(S)-(1-cyano-2-(4-(4,4,5,5-tetramethyl-1,3,2-dioxaborolane-2-yl) Phenyl)ethyl)carbamate C(#N)[C@H](CC1=CC=C(C=C1)B1OC(C(O1)(C)C)(C)C)NC([O-])=O